2-(2,6-Dimethyl-4-((4-(2-(trifluoromethyl)benzyl)piperazin-1-yl)methyl)phenoxy)-2-methylpropanoic acid CC1=C(OC(C(=O)O)(C)C)C(=CC(=C1)CN1CCN(CC1)CC1=C(C=CC=C1)C(F)(F)F)C